{2-[(3S)-2,6-dioxopiperidin-3-yl]-3-oxo-4-(3-phenylpropoxy)-2,3-dihydro-1H-isoindol-5-yl}methyl N-[4-(3,4-difluorophenoxy)phenyl]carbamate FC=1C=C(OC2=CC=C(C=C2)NC(OCC=2C(=C3C(N(CC3=CC2)[C@@H]2C(NC(CC2)=O)=O)=O)OCCCC2=CC=CC=C2)=O)C=CC1F